porphyrin methyl-methacrylate CC=C(C(=O)O)C.C12=CC=C(N1)C=C1C=CC(=N1)C=C1C=CC(N1)=CC=1C=CC(N1)=C2